C(\C=C/C(=O)[NH-])(=O)[NH-] maleyl-diamide